C1(CCC1)C=1NC(=NN1)C1CC2(CNC2)C1 6-(5-cyclobutyl-4H-1,2,4-triazol-3-yl)-2-azaspiro[3.3]heptane